Rac-(7R,8R)-7-methyl-1,4-dioxaspiro[4.5]decan-8-amine C[C@@H]1CC2(OCCO2)CC[C@H]1N |r|